C(C)(C)(C)OC(=O)[C@@H]1CN(CC1)C(=O)C1CCN(CC1)C1=CC=C(C=C1)C1C(NC(CC1)=O)=O.C1(=CC(=CC=C1)C#CS)C (m-tolylethynyl)sulfane tert-butyl-(3S)-1-(1-(4-(2,6-dioxopiperidin-3-yl)phenyl)piperidine-4-carbonyl)pyrrolidine-3-carboxylate